1-(3,4-bis(trifluoromethyl)phenyl)-3-(4-methyl-5-(2-(methylamino)pyrimidin-4-yl)thiazol-2-yl)urea FC(C=1C=C(C=CC1C(F)(F)F)NC(=O)NC=1SC(=C(N1)C)C1=NC(=NC=C1)NC)(F)F